ClC1=CC(=C(N=N1)OC)C 6-chloro-3-methoxy-4-methylpyridazine